C(C1=CC=C(C=C1)C12C3(C(C(C=C1)C2)C(NC3=O)=O)CC=C)C3=CC=C(C=C3)C32C1(C(C(C=C3)C2)C(NC1=O)=O)CC=C N'-(methylenedi-p-phenylene)-bis(allylbicyclo[2.2.1]hept-5-ene-2,3-dicarboximide)